ClC1=NC=C(C=C1C(=O)NC1CC1)OC[C@H](C)N(S(=O)(=O)C(F)(F)F)C 2-chloro-N-cyclopropyl-5-[(2S)-2-[methyl-(trifluoromethylsulfonyl)amino]propoxy]pyridine-3-carboxamide